1-(oxazol-5-yl)ethan-1-one O1C=NC=C1C(C)=O